COC=1C=C2CN(CC2=CC1)C1=NC=CC(=N1)C1=NC=CC(=N1)C#CC1=CC=NC=C1 5-methoxy-2-(4-(pyridin-4-ylethynyl)-[2,4'-bipyrimidin]-2'-yl)isoindoline